2-{2-[Methyl-(2,2,6,6-tetramethylpiperidin-4-yl)amino][1,3]thiazolo[5,4-d]pyrimidin-5-yl}-5-(1H-pyrazol-4-yl)phenol CN(C=1SC=2N=C(N=CC2N1)C1=C(C=C(C=C1)C=1C=NNC1)O)C1CC(NC(C1)(C)C)(C)C